[Si](C)(C)(C(C)(C)C)O[C@@H]1[C@H](N(CCC1)C(=O)OC(C)(C)C)CO tert-butyl (2R,3S)-3-((tert-butyldimethylsilyl)oxy)-2-(hydroxymethyl)piperidine-1-carboxylate